N-(3-(1,1-difluoropropyl)phenyl)-1-(4-methoxy-3-(3-methylpyridin-4-yl)phenyl)-3-methyl-5-oxo-4,5-dihydro-1H-pyrazole-4-carboxamide FC(CC)(F)C=1C=C(C=CC1)NC(=O)C1C(=NN(C1=O)C1=CC(=C(C=C1)OC)C1=C(C=NC=C1)C)C